2-(2'-chloro-[2,4'-bipyridin]-3'-yl)-1-((2-(trimethylsilyl)ethoxy)methyl)-1H-benzo[d]imidazole ClC1=NC=CC(=C1C1=NC2=C(N1COCC[Si](C)(C)C)C=CC=C2)C2=NC=CC=C2